5-chloro-3-iodo-1-((2-(trimethylsilyl)ethoxy)methyl)-1H-pyrrolo[3,2-b]pyridine ClC1=CC=C2C(=N1)C(=CN2COCC[Si](C)(C)C)I